1-vinylazetidin-2-one C(=C)N1C(CC1)=O